2-hydroxy-3-[(3-methoxyphenyl)methyl]imidazolidin-4-one OC1NCC(N1CC1=CC(=CC=C1)OC)=O